N-phenyl-7-(2-phenylpropan-2-yl)pyren-1-amine C1(=CC=CC=C1)NC1=CC=C2C=CC3=CC(=CC4=CC=C1C2=C34)C(C)(C)C3=CC=CC=C3